COC(=O)C1=NC(=C(C=C1N(C(=O)OC(C)(C)C)C(=O)OC(C)(C)C)C(F)(F)F)C1=NN(C=C1)C.C1=CC=C(C=2OC3=C(C21)C=CC=C3)C3=NC=CC=C3 2-(dibenzo[b,d]furan-4-yl)pyridine methyl-3-[bis(tert-butoxycarbonyl)amino]-6-(1-methylpyrazol-3-yl)-5-(trifluoromethyl)pyridine-2-carboxylate